N-{2-fluoro-3-[3-(morpholin-4-yl)-1-(piperidin-4-yl)pyrazol-4-yl]phenyl}propane-1-sulfonamide, trifluoroacetic acid salt FC(C(=O)O)(F)F.FC1=C(C=CC=C1C=1C(=NN(C1)C1CCNCC1)N1CCOCC1)NS(=O)(=O)CCC